C1(=CC=CC=C1)C#CC1=CN=CC=2[C@H]3N(C[C@@H](OC21)C3)C(=O)C32CCC(CC3)(C2)C(F)(F)F ((2S,5S)-9-(phenylethynyl)-2,3-dihydro-2,5-methanopyrido[3,4-f][1,4]oxazepin-4(5H)-yl)(4-(trifluoromethyl)bicyclo[2.2.1]heptan-1-yl)methanone